1,1'-bis(3,5-bis(trifluoromethyl)phenyl)-9,9'-bianthracene FC(C=1C=C(C=C(C1)C(F)(F)F)C1=CC=CC2=CC3=CC=CC=C3C(=C12)C=1C2=CC=CC=C2C=C2C=CC=C(C12)C1=CC(=CC(=C1)C(F)(F)F)C(F)(F)F)(F)F